O1C(OCC1)C1=C(C=CC=C1OCC1=CC=C(C=C1)OC)SCC(=O)OC methyl 2-{[2-(1,3-dioxolan-2-yl)-3-[(4-methoxyphenyl)methoxy]phenyl] sulfanyl}acetate